potassium silver diperiodate I(=O)(=O)(=O)[O-].I(=O)(=O)(=O)[O-].[Ag+].[K+]